Selenium Selenate [Se](=O)(=O)([O-])[O-].[Se+2]